3-chloro-2-(hydroxymethyl)benzoic acid ClC=1C(=C(C(=O)O)C=CC1)CO